2-{[4-(3-acetyl-4-hydroxyphenyl)-7-amino-1-oxo-2,3-dihydro-1H-isoindol-2-yl]methyl}prop-2-enenitrile C(C)(=O)C=1C=C(C=CC1O)C1=C2CN(C(C2=C(C=C1)N)=O)CC(C#N)=C